3-bromo-2-(1-(4-methoxybenzyl)-3-(trifluoromethyl)-1H-1,2,4-triazol-5-yl)imidazo[1,2-a]pyrimidine BrC1=C(N=C2N1C=CC=N2)C2=NC(=NN2CC2=CC=C(C=C2)OC)C(F)(F)F